NC(C[Si](OC)(OC)C)C 2-aminopropyl-methyldimethoxysilane